[Si](C)(C)(C(C)(C)C)OCC1=C(C(N(C(N1COCC[Si](C)(C)C)=O)CC1=NC(=NO1)C[C@H](O)C1=CC=C(C=C1)Cl)=O)C 6-{[(tert-butyldimethylsilyl)oxy]methyl}-3-({3-[(2S)-2-(4-chlorophenyl)-2-hydroxyethyl]-1,2,4-oxadiazol-5-yl}methyl)-5-methyl-1-{[2-(trimethylsilyl)ethoxy]methyl}pyrimidine-2,4-dione